(3ar,5r,6as)-5-(6-chloro-1H-indazol-4-yl)-2-(phenylsulfonyl)octahydrocyclopenta[c]pyrrol-5-ol ClC1=CC(=C2C=NNC2=C1)C1(C[C@@H]2[C@@H](CN(C2)S(=O)(=O)C2=CC=CC=C2)C1)O